tert-butyl 2-(4-((2-(5'-fluoro-1'-methyl-3-(1-methylpiperidin-4-yl)-1H,1'H-[4,6'-biindazol]-1-yl)acetamido)methyl)-1H-1,2,3-triazol-1-yl)acetate FC=1C=C2C=NN(C2=CC1C=1C=2C(=NN(C2C=CC1)CC(=O)NCC=1N=NN(C1)CC(=O)OC(C)(C)C)C1CCN(CC1)C)C